FC=1C=CC=C2C=C(C=NC12)C1=NC(C(C2=C(C=CC=C12)F)(C)C)(C)C 8-Fluoro-3-(5-fluoro-3,3,4,4-tetramethyl-3,4-dihydroisochinolin-1-yl)-chinolin